C(#N)C1CN(C1)C(=O)OC1CCC(CC1)C(N(CC12CCC(CC1)(CC2)C2=CC(=C(C=C2)OC)C)C2=NC=CC(=C2)C=2C=NN(C2)C(C)C)=O 4-((4-(1-Isopropyl-1H-pyrazol-4-yl)pyridin-2-yl)((4-(4-methoxy-3-methylphenyl)bicyclo[2.2.2]octan-1-yl)methyl)carbamoyl)cyclohexyl trans-3-cyanoazetidine-1-carboxylate